FC(C1=NC=CC=C1C(=O)NC1=C2[C@@H](CC(C2=CC=C1)(C)C)CCC)F 2-(difluoromethyl)-N-[(3R)-1,1-dimethyl-3-propyl-indan-4-yl]-pyridine-3-carboxamide